5-fluoro-3-(trifluoromethyl)-8,9-dihydropyrido[3',2':4,5]pyrrolo[1,2-a]pyrazine FC=1C2=C(N3C1C=NCC3)N=CC(=C2)C(F)(F)F